(1RS,2SR,7SR,8SR,10E)-10-ethylidene-3-oxatricyclo[6.2.1.02,7]undecan-4-one C(/C)=C\1/C[C@H]2[C@@H]3CCC(O[C@@H]3[C@@H]1C2)=O |r|